2-(3,4-dichlorophenyl)-2H-indazole ClC=1C=C(C=CC1Cl)N1N=C2C=CC=CC2=C1